2-(t-Butyl) 3-ethyl (3S,5S)-8-ethyl-6-oxo-2,7-diazaspiro[4.4]nonane-2,3-dicarboxylate C(C)C1NC([C@]2(C[C@H](N(C2)C(=O)OC(C)(C)C)C(=O)OCC)C1)=O